CC(CCC)N1N=CC=2C1=NC=NC2NC=2N=CN(C2)C=2CC(C(=CC2)OC)(OC)OC (pentan-2-yl)-N-(1-(3,4,3-trimethoxyphenyl)-1H-imidazol-4-yl)-1H-pyrazolo[3,4-d]pyrimidin-4-amine